(methyl-d)pyridazine-3-carboxamide C([2H])C1=C(N=NC=C1)C(=O)N